NC1(CC(C1)[18F])C(=O)O trans-1-Amino-3-[18F]fluorocyclobutanecarboxylic acid